N-[[6-[2-[3-(trifluoromethyl)phenyl]acetyl]-6-azaspiro[2.5]octan-2-yl]methyl]-1,3-dihydropyrrolo[3,4-c]pyridine-2-carboxamide FC(C=1C=C(C=CC1)CC(=O)N1CCC2(C(C2)CNC(=O)N2CC=3C=NC=CC3C2)CC1)(F)F